CC=1C(=NC=NC1C)O 5,6-dimethylpyrimidin-4-ol